Molybdenum (2-ethylhexyl) dithiophosphate P(=S)(SCC(CCCC)CC)([O-])[O-].[Mo+4].C(C)C(CSP(=S)([O-])[O-])CCCC